N-hydroxy-4-(2-(methylsulfonyl)benzyl)-3,4-dihydro-2H-benzo[b][1,4]oxazine-6-carboxamide ONC(=O)C1=CC2=C(OCCN2CC2=C(C=CC=C2)S(=O)(=O)C)C=C1